N-(5-(3,3-dimethyl-1-(4-methyl-4H-1,2,4-triazol-3-yl)cyclobutyl)-2-fluorophenyl)-5-((neopentylamino)methyl)-2-oxo-1-(3,3,3-trifluoropropyl)-1,2-dihydropyridine-3-carboxamide CC1(CC(C1)(C1=NN=CN1C)C=1C=CC(=C(C1)NC(=O)C=1C(N(C=C(C1)CNCC(C)(C)C)CCC(F)(F)F)=O)F)C